tert-butyl (1R,5S,6s)-6-(6-(phenylamino)picolinamido)-3-azabicyclo[3.1.0]hexane-3-carboxylate C1(=CC=CC=C1)NC1=CC=CC(=N1)C(=O)NC1[C@@H]2CN(C[C@H]12)C(=O)OC(C)(C)C